C=C1COCC2=CC(=CC=C12)C(F)(F)F 4-methylene-7-(trifluoromethyl)isochroman